P(=S)(N)(N)N Thiophosphoramide